BrC1=C(C(=C(C=C1)F)[N+](=O)[O-])C 1-Bromo-4-fluoro-2-methyl-3-nitrobenzene